C(C1=CC=CC=C1)OC1=C(C=CC(=C1)C(F)F)Br 2-(Benzyloxy)-1-bromo-4-(difluoromethyl)benzene